N-(4-ethylphenyl)-1-hydroxy-N-isobutyl-7-((1-(methylsulfonyl)piperidin-4-yl)methoxy)-2,3-dihydro-1H-indene-4-sulfonamide C(C)C1=CC=C(C=C1)N(S(=O)(=O)C=1C=2CCC(C2C(=CC1)OCC1CCN(CC1)S(=O)(=O)C)O)CC(C)C